(1S,3S)-3-((2-(5-((((cyclopropyl-methyl)(methyl)carbamoyl)oxy)methyl)-1-methyl-1H-pyrazol-4-yl)-4-methyl-pyrimidin-5-yl)oxy)cyclohexane-1-carboxylic acid C1(CC1)CN(C(=O)OCC1=C(C=NN1C)C1=NC=C(C(=N1)C)O[C@@H]1C[C@H](CCC1)C(=O)O)C